C(C)(C)(C)OC(=O)NC1=C(C=C(C=C1)C1=CC(=CC(=C1)C(F)(F)F)Cl)C(=O)N1[C@@H](CN(CC1)C(=O)OC(C)(C)C)C(=O)OC 1-(tert-butyl) 3-methyl (S)-4-(4-((tert-butoxycarbonyl)amino)-3'-chloro-5'-(trifluoromethyl)-[1,1'-biphenyl]-3-carbonyl)piperazine-1,3-dicarboxylate